C1(=CC=CC=C1)S(=O)(=O)/C=C/CNC(=O)C=1C(NC=2CCN(CC2C1)C(=O)OCC1CC1)=O cyclopropylmethyl 3-{[(2E)-3-(benzenesulfonyl) prop-2-en-1-yl] carbamoyl}-2-oxo-1,2,5,6,7,8-hexahydro-1,6-naphthyridine-6-carboxylate